(1S,2S)-2-(3-chlorophenyl)-N-(6-(((6-cyclopropyl-8-(4-fluoro-1-methyl-piperidin-4-yl)imidazo[1,2-a]pyridin-2-yl)methyl)amino)pyrimidin-4-yl)cyclopropane-1-carboxamide ClC=1C=C(C=CC1)[C@@H]1[C@H](C1)C(=O)NC1=NC=NC(=C1)NCC=1N=C2N(C=C(C=C2C2(CCN(CC2)C)F)C2CC2)C1